(3-[3-bromo-2-methyl-6-(methylthio)-phenyl])-4,5-dihydroisoxazole BrC=1C(=C(C(=CC1)SC)C1=NOCC1)C